aluminum titanium phosphorus silicate [Si]([O-])([O-])([O-])[O-].[P+3].[Ti+4].[Al+3]